(2,5-dimethyl-1H-pyrrol-1-yl)-5-phenoxythiazolo[5,4-b]pyridine CC=1N(C(=CC1)C)C=1SC2=NC(=CC=C2N1)OC1=CC=CC=C1